ClC1=CC=C(C(=O)NCC=2C=C3CCCN(C3=CC2)C(C2=CC(=CC=C2)Cl)=O)C=C1 4-chloro-N-((1-(3-chlorobenzoyl)-1,2,3,4-tetrahydroquinolin-6-yl)methyl)benzamide